3-(6-aminopyridin-3-yl)-N-((5-(3-(morpholine-4-carbonyl)phenyl)-7-(trifluoromethyl)benzofuran-2-yl)methyl)acrylamide NC1=CC=C(C=N1)C=CC(=O)NCC=1OC2=C(C1)C=C(C=C2C(F)(F)F)C2=CC(=CC=C2)C(=O)N2CCOCC2